FC1(CCN(CC1)C=1C=C(C(=C(C1)N1N=C(N(C1=O)CC=1C=NN(C1)CC)CC)F)C(F)(F)F)F 2-[5-(4,4-difluoropiperidin-1-yl)-2-fluoro-3-(trifluoromethyl)phenyl]-5-ethyl-4-[(1-ethyl-1H-pyrazol-4-yl)methyl]-2,4-dihydro-3H-1,2,4-triazol-3-one